C(#N)C1=C(C=CC(=C1)NC1C(NC(CC1)=O)=O)C1CCNCC1 4-(2-cyano-4-((2,6-dioxopiperidin-3-yl)amino)phenyl)piperidin